Dimethyl-2,5-di-tert-butyl-4-hydroxybenzylphosphonat CC(C1=C(C=C(C(=C1)C(C)(C)C)O)C(C)(C)C)(P([O-])([O-])=O)C